methyl 2-(bromomethyl)-6-chloro-4-methyl-pyridine-3-carboxylate BrCC1=NC(=CC(=C1C(=O)OC)C)Cl